5-chloro-2-(difluoromethyl)-N-((1r,4r)-4-((3-(5-fluoropyridin-2-yl)-3-hydroxy-2-oxoindolin-1-yl)methyl)cyclohexyl)nicotinamide ClC=1C=NC(=C(C(=O)NC2CCC(CC2)CN2C(C(C3=CC=CC=C23)(O)C2=NC=C(C=C2)F)=O)C1)C(F)F